2-chloro-4-(4-chloro-2-(4-methyl-4H-1,2,4-triazol-3-yl)phenyl)pyridine ClC1=NC=CC(=C1)C1=C(C=C(C=C1)Cl)C1=NN=CN1C